C(=O)(N1C(=NC=C1)[2H])N1C=NC=C1 carbonyldiimidazole-d